ClC=1C=C(C=CC1F)NC1=NC=NC2=CC(=C(C=C12)OCCCN1CCC(CC1)CN1CC(N(C(C1)C)C1=CC2=CN(C=C2C=C1F)C1C(NC(CC1)=O)=O)C)OC 5-(4-((1-(3-((4-((3-chloro-4-fluorophenyl)amino)-7-methoxyquinazolin-6-yl)oxy)propyl)Piperidin-4-yl)methyl)-2,6-dimethylpiperazin-1-yl)-2-(2,6-dioxopiperidin-3-yl)-6-fluoroisoindole